allyl (11aS)-11-((tert-butyldimethylsilyl) oxy)-7-methoxy-5-oxo-8-((triisopropylsilyl) oxy)-2,3,11,11a-tetrahydro-1H-benzo[e]pyrrolo[1,2-a][1,4]diazepine-10(5H)-carboxylate [Si](C)(C)(C(C)(C)C)OC1[C@H]2N(C(C3=C(N1C(=O)OCC=C)C=C(C(=C3)OC)O[Si](C(C)C)(C(C)C)C(C)C)=O)CCC2